C(C1=CC=C(C(C=O)=C1)O)C1=CC=C(C(C=O)=C1)O 5,5'-methylenebis-salicylaldehyde